COC1=C(C=C(N)C=C1)C 4-methoxy-3-methylaniline